5,5'''-dibromo-3,3'''-bis(2-butyloctyl)-3'',4'-difluoro-2,2':5',2'':5'',2'''-quaterthiophene BrC1=CC(=C(S1)C=1SC(=C(C1)F)C=1SC(=CC1F)C=1SC(=CC1CC(CCCCCC)CCCC)Br)CC(CCCCCC)CCCC